tricyclo[4.4.1.11,5]dodecane C123CCCC(C(CCCC1)C2)C3